O1C(=CC=C1)/C=C/C[C@@]1(C(OCCC1)=O)C(=O)OCC Ethyl (R,E)-3-(3-(furan-2-yl)allyl)-2-oxotetrahydro-2H-pyran-3-carboxylate